C1(=CC=CC=2C3=CC=CC=C3NC12)C1=CC(=CC(=C1)CBr)C1=CC=CC=2C3=CC=CC=C3NC12 1,3-dicarbazolyl-5-bromomethylbenzene